N-[5-(4-benzylpiperazin-1-yl)-2-pyridyl]-6-[5-(6-methyl-2-pyridyl)-1H-imidazol-4-yl]quinolin-3-amine C(C1=CC=CC=C1)N1CCN(CC1)C=1C=CC(=NC1)NC=1C=NC2=CC=C(C=C2C1)C=1N=CNC1C1=NC(=CC=C1)C